CN1C(N(C2=NC(=NC=C12)Cl)CC1=CC=C(C=C1)N1N=C(C=C1CC)C(F)(F)F)=O methyl-2-chloro-9-([4-[5-ethyl-3-(trifluoromethyl)pyrazol-1-yl]phenyl]methyl)-7H-purin-8-one